C(C)C(COC=C(CCCCCCCCCC)CCCCCCCCCCCC)CCCC 11-(((2-ethylhexyl)oxy)methylene)tricosane